ClC1=C(C=CC(=C1)[N+](=O)[O-])C=1OC(C(N1)=CC=1SC=CC1)=O 2-(2-chloro-4-nitrophenyl)-4-(thiophen-2-ylmethylene)oxazol-5(4H)-one